1-(4-(2-(6-chloroimidazo[1,2-a]pyridin-3-yl)pyrimidin-4-yl)-2-methyl-6-(3-methyl-1H-pyrazol-4-yl)piperazin-1-yl)ethan-1-one ClC=1C=CC=2N(C1)C(=CN2)C2=NC=CC(=N2)N2CC(N(C(C2)C=2C(=NNC2)C)C(C)=O)C